BrCCCCCCO[Si](OC(CCCCCCC\C=C/CCCCCCCC)OC=1C=C2CCC(OC2=C(C1C)C)(CCCC(CCCC(CCCC(C)C)C)C)C)(C)C (Z)-((6-bromohexyl)oxy)dimethyl((1-((2,7,8-trimethyl-2-(4,8,12-trimethyltridecyl)chroman-6-yl)oxy)octadec-9-en-1-yl)oxy)silane